N-((3S,4R)-4-(2-chlorophenyl)-1-methylpyrrolidin-3-yl)-3-(2-methylpyridin-4-yl)-1H-indazole-5-amide ClC1=C(C=CC=C1)[C@H]1[C@@H](CN(C1)C)NC(=O)C=1C=C2C(=NNC2=CC1)C1=CC(=NC=C1)C